C(C)OC(=O)C=1N=C(NC1)C=1SC(=CC1)Cl 2-(5-chloro-2-thienyl)imidazole-4-carboxylic acid ethyl ester